COC=1C=C(C=CC1OC)C(C)=NNC(=O)C1=CC(=NN1)C1=CC=CC=C1 N'-[1-(3,4-dimethoxyphenyl)ethylidene]-3-phenyl-1H-pyrazole-5-carbohydrazide